C(C)NC(=O)N1CCN(CC1)C=1C=NC(=CC1)NC(CCC(=O)N1C=2N(CCC1)N=C(C2)C)=O N-ethyl-4-(6-(4-(2-methyl-6,7-dihydropyrazolo[1,5-a]pyrimidin-4(5H)-yl)-4-oxobutanamido)pyridin-3-yl)piperazine-1-carboxamide